[N+](=O)([O-])C1=C(C=CC(=C1)[N+](=O)[O-])C(C(=O)OCC)C1=C(C=C(C=C1)[N+](=O)[O-])[N+](=O)[O-] ethyl bis(2,4-dinitrophenyl)acetate